alpha-(4-nitrophenyl)acetophenone [N+](=O)([O-])C1=CC=C(C=C1)CC(=O)C1=CC=CC=C1